S1C=CC2=C1[C@@H](OCC21CC1)CNC (S)-1-(5'H,7'H-spiro[cyclopropane-1,4'-thieno[2,3-c]pyran]-7'-yl)-N-methylmethaneamine